CON(C(C(C)OC)=O)CC1=CC=C(C=C1)C1=NOC(=N1)C(F)(F)F N,2-dimethoxy-N-[[4-[5-(trifluoromethyl)-1,2,4-oxadiazole-3-yl]phenyl]methyl]propanamide